3-((2,6-diisopropylphenoxy)carbonyl)-1-((((2,6-diisopropylphenoxy)carbonyl)oxy)methyl)pyridin-1-ium methanesulfonate CS(=O)(=O)[O-].C(C)(C)C1=C(OC(=O)C=2C=[N+](C=CC2)COC(=O)OC2=C(C=CC=C2C(C)C)C(C)C)C(=CC=C1)C(C)C